3-methyl-2,3-dihydro-1-benzopyran-4-one CC1COC2=C(C1=O)C=CC=C2